N5-((R)-1-((2-ethoxy-2-oxoethyl)-amino)-3-mercapto-1-oxopropan-2-yl)-L-glutamine C(C)OC(CNC([C@H](CS)NC(CC[C@H](N)C(=O)O)=O)=O)=O